N1(N=CC=C1)CC1=CC2=C(C(=NO2)NS(=O)(=O)C2=C(C=CC=C2OC)OC)C2=C1CCO2 N-(4-((1H-pyrazol-1-yl)methyl)-2,3-dihydrobenzofuro[7,6-d]isoxazol-8-yl)-2,6-dimethoxybenzenesulfonamide